ClC=1C(=CC2=C(N=CN=C2N[C@H](C)C2=C(C(=CC=C2)C(C(C)(C)O)(F)F)F)N1)C1(CC1)C#N (R)-1-(7-chloro-4-((1-(3-(1,1-difluoro-2-hydroxy-2-methylpropyl)-2-fluorophenyl)ethyl)amino)pyrido[2,3-d]pyrimidin-6-yl)cyclopropane-1-carbonitrile